7-methyl-N-(3-(methylamino)-1-(3-methylpyridin-2-yl)-3-oxopropyl)-1H-indole CC=1C=CC=C2C=CN(C12)C(CC(=O)NC)C1=NC=CC=C1C